N-[5-(3-Chloro-4-cyano-phenyl)-pyridin-3-yl]-4-trifluoromethyl-benzenesulfonamide ClC=1C=C(C=CC1C#N)C=1C=C(C=NC1)NS(=O)(=O)C1=CC=C(C=C1)C(F)(F)F